methyl (S)-3-(difluoromethoxy)-2-methyl-2-((5-nitro-1-(phenylsulfonyl)-1H-pyrrolo[2,3-b]pyridin-4-yl)amino)propanoate FC(OC[C@@](C(=O)OC)(NC1=C2C(=NC=C1[N+](=O)[O-])N(C=C2)S(=O)(=O)C2=CC=CC=C2)C)F